ClC=1C=CC=C2C=CC=C(C12)N1CC=2N=C(N=C(C2CC1)N(C)CCS(=O)(=O)\C=C\CN(C)C)OC[C@H]1N(CCC1)C (S,E)-7-(8-chloronaphthalen-1-yl)-N-(2-((3-(dimethylamino)prop-1-en-1-yl)sulfonyl)ethyl)-N-methyl-2-((1-methylpyrrolidin-2-yl)methoxy)-5,6,7,8-tetrahydropyrido[3,4-d]pyrimidin-4-amine